C(C)(C)(C)OC(=O)N1CCC(CC1)CN1N=C(C=2C1=NC=NC2N)C=2C=CC1=C(N=C(O1)N)C2 4-((4-amino-3-(2-aminobenzo[d]oxazol-5-yl)-1H-pyrazolo[3,4-d]pyrimidin-1-yl)methyl)piperidine-1-carboxylic acid tert-butyl ester